rac-tert-butyl (1S,2S,3R,5R)-2-fluoro-3-((6-(7-methoxyisoquinolin-6-yl)pyridazin-3-yl)oxy)-9-azabicyclo[3.3.1]nonane-9-carboxylate F[C@H]1[C@@H]2CCC[C@H](C[C@H]1OC=1N=NC(=CC1)C=1C=C3C=CN=CC3=CC1OC)N2C(=O)OC(C)(C)C |r|